COC=1C(=NC=C(C1)[N+](=O)[O-])OC1CC2(CN(C2)C)C1 6-((3-methoxy-5-nitropyridin-2-yl)oxy)-2-methyl-2-azaspiro[3.3]heptane